5-(5-(trifluoromethyl)-2,3-dihydrobenzofuran-2-yl)thiophene-2-carbonitrile FC(C=1C=CC2=C(CC(O2)C2=CC=C(S2)C#N)C1)(F)F